Methyl (S)-2-((4-((6-(2,4-dichlorophenyl)benzofuran-2-yl)methyl)piperazin-1-yl)methyl)-1-(oxetan-2-ylmethyl)-1H-benzo[d]imidazole-6-carboxylate ClC1=C(C=CC(=C1)Cl)C1=CC2=C(C=C(O2)CN2CCN(CC2)CC2=NC3=C(N2C[C@H]2OCC2)C=C(C=C3)C(=O)OC)C=C1